tert-Butyl ((5-methyl-6-((1-(naphthalen-1-yl)cyclopropyl)carbamoyl)indolin-2-yl)methyl)carbamate CC=1C=C2CC(NC2=CC1C(NC1(CC1)C1=CC=CC2=CC=CC=C12)=O)CNC(OC(C)(C)C)=O